N,N'-bislauroyl ethylenediamine 4-nitrophenyl (1-cyano-6-((6-(2-((R)-1-(ethylamino)ethyl)-5-methoxypyridin-4-yl)imidazo[1,2-a]pyrazin-8-yl)oxy)hexyl)carbamate C(#N)C(CCCCCOC=1C=2N(C=C(N1)C1=CC(=NC=C1OC)[C@@H](C)NCC)C=CN2)NC(OC2=CC=C(C=C2)[N+](=O)[O-])=O.C(CCCCCCCCCCC)(=O)NCCNC(CCCCCCCCCCC)=O